2-(4-(6-((4-(1-cyclopropyl-1H-pyrazol-4-yl)-2-fluorobenzyl)oxy)pyridin-2-yl)-2,5-difluorobenzyl)-1-(2-methoxyethyl)-1H-benzo[d]imidazole-6-carboxylic acid C1(CC1)N1N=CC(=C1)C1=CC(=C(COC2=CC=CC(=N2)C2=CC(=C(CC3=NC4=C(N3CCOC)C=C(C=C4)C(=O)O)C=C2F)F)C=C1)F